1-(5-cyclopropyl-2-((methylamino)methyl)-1H-benzo[d]imidazol-7-yl)-3-methylimidazolidine-2,4-dione C1(CC1)C1=CC2=C(NC(=N2)CNC)C(=C1)N1C(N(C(C1)=O)C)=O